2,2,5,5-tetramethyl-1-trifluoromethanesulfonyl-[1,2,5]azadisilolidine C[Si]1(N([Si](CC1)(C)C)S(=O)(=O)C(F)(F)F)C